(E)-N-(2-(2-aminoethoxy)ethyl)-3-(3-isopropoxyphenyl)acrylamide NCCOCCNC(\C=C\C1=CC(=CC=C1)OC(C)C)=O